FC1=C(C=CC(=C1)F)C1CN(C1)CC1=CC(=NC=C1)C=1C=C2CN(C(C2=CC1)=O)C1C(NC(CC1)=O)=O 3-(5-(4-((3-(2,4-difluorophenyl)azetidin-1-yl)methyl)pyridin-2-yl)-1-oxoisoindolin-2-yl)piperidine-2,6-dione